OCCCCOC1=CC=C(C(=O)C2=CC=C(C=CC(=O)O)C=C2)C=C1 4-[4-(4-hydroxybutoxy)benzoyl]cinnamic acid